4-bromo-6-chloro-1-(methylthio)-2,7-naphthyridine BrC1=CN=C(C2=CN=C(C=C12)Cl)SC